N-{[3-nitro-4-({[(3S)-1-tetrahydro-2H-pyran-4-ylpyrrolidin-3-yl]methyl}amino)phenyl]sulfonyl}-2-(1H-pyrrolo[2,3-b]pyridin-5-yloxy)benzamide [N+](=O)([O-])C=1C=C(C=CC1NC[C@H]1CN(CC1)C1CCOCC1)S(=O)(=O)NC(C1=C(C=CC=C1)OC=1C=C2C(=NC1)NC=C2)=O